FC(C1=C(OCC2=C(C=C(C=C2)[C@@H]2C=3C(NC(C2)=O)=NNC3)OC)C=CC(=C1)C(F)(F)F)(F)F (4R)-4-(4-{[2,4-Bis(trifluoromethyl)phenoxy]methyl}-3-methoxyphenyl)-2H,4H,5H,6H,7H-pyrazolo[3,4-b]pyridin-6-on